4-(4-methylpyrazolo[1,5-a]pyridin-2-yl)-4,5,6,7-tetrahydro-1H-imidazo[4,5-c]pyridine CC=1C=2N(C=CC1)N=C(C2)C2NCCC1=C2N=CN1